C(CC)(=O)O.C(CC)(=O)O.ON(CC=O)CC hydroxyl-oxo-diethylamine dipropionate